(2R)-2-(2,4-difluoro-6-nitrophenoxy)propanoate FC1=C(O[C@@H](C(=O)[O-])C)C(=CC(=C1)F)[N+](=O)[O-]